COC=1C(=C(C(=CC1)C)C1=CC2=C(N=C(N=C2)S(=O)(=O)C)N(C1=O)C)C 6-(3-methoxy-2,6-dimethyl-phenyl)-8-methyl-2-methylsulfonyl-pyrido[2,3-d]pyrimidin-7-one